(1R,3R)-N1-(6-Methyl-1,2,4-triazin-3-yl)cyclopentane-1,3-diamine 3HCl Cl.Cl.Cl.CC1=CN=C(N=N1)N[C@H]1C[C@@H](CC1)N